((4-((2-(difluoromethyl)pyridin-4-yl)oxy)benzyl)oxy)-7,8-dihydro-1H,6H,9H-7,8a-methanopyrrolo[1',2':3,4]imidazo[1,2-c]pyrimidin-1-one FC(C1=NC=CC(=C1)OC1=CC=C(COC=2C=C3N(C(N2)=O)CC24N3CC(C2)C4)C=C1)F